4-(2-(4-morpholinophenyl-amino)pyrimidin-4-yl)benzonitrile O1CCN(CC1)C1=CC=C(C=C1)NC1=NC=CC(=N1)C1=CC=C(C#N)C=C1